N1(C=NC=C1)C1=CC(=CC(=N1)C(=O)NC1CCC(CC1)OCCOC)C=1C=NN(C1)C 6-(1H-imidazol-1-yl)-N-((1r,4r)-4-(2-methoxyethoxy)cyclohexyl)-4-(1-methyl-1H-pyrazol-4-yl)pyridinecarboxamide